ethyl 6-bromoimidazo[1,2-a]pyrimidine-3-carboxylate BrC=1C=NC=2N(C1)C(=CN2)C(=O)OCC